4-bromo-5-[4-(3-chloro-benzoyl)-piperazin-1-yl]-benzofuran-2-carboxylic acid BrC1=C(C=CC2=C1C=C(O2)C(=O)O)N2CCN(CC2)C(C2=CC(=CC=C2)Cl)=O